C(CCC)N(C1CC(N(C(C1)(C)C)C)(C)C)C1=NC(=NC(=N1)Cl)N(CCCC)C1CC(N(C(C1)(C)C)C)(C)C bis[N-butyl-N-(1,2,2,6,6-pentamethyl-4-piperidyl)amino]-chloro-1,3,5-triazine